S(N)(OC[C@@H]1OC2(O[C@H]1C1=C(C=CC=C1)Cl)CCCC2)(=O)=O ((2S,3S)-3-(2-chlorophenyl)-1,4-dioxaspiro[4.4]nonan-2-yl)methyl sulfamate